4-Fluoro-1-(5-fluoropyrimidin-2-yl)piperidine-4-carboxylic acid hydrochloride Cl.FC1(CCN(CC1)C1=NC=C(C=N1)F)C(=O)O